E-farnesyl pyrophosphate O(P([O-])(=O)OP(=O)([O-])[O-])C\C=C(/C)\CCC=C(C)CCC=C(C)C